C(C)(=O)O[C@@H]1[C@H](O[C@@H]([C@@H]([C@H]1OC(C)=O)OC(C(C)(C)C)=O)CC(C)C)COC(C)=O (2R,3R,4R,5S,6R)-2-(acetoxymethyl)-6-isobutyl-5-(pivaloyloxy)tetrahydro-2H-pyran-3,4-diyl diacetate